C1(=CC=CC=C1)[C@H]1[C@@H](CNC1)OC(NC1=C2C=CN=CC2=CC=C1)=O |r| (±)-trans-isoquinolin-5-ylcarbamic acid 4-phenylpyrrolidin-3-yl ester